tert-butyl 2'-(methylthio)-4'-(((trifluoromethyl) sulfonyl) oxy)-5',8'-dihydro-7'H-spiro[oxetane-3,6'-pyrido[3,4-d]pyrimidine]-7'-carboxylate CSC=1N=C(C2=C(N1)CN(C1(C2)COC1)C(=O)OC(C)(C)C)OS(=O)(=O)C(F)(F)F